chloro-4-((2-methyl-6-phenoxypyridin-3-yl)amino)nicotinonitrile ClC1=C(C#N)C(=CC=N1)NC=1C(=NC(=CC1)OC1=CC=CC=C1)C